N-((3-(benzyloxy)-6-methyl-4-oxo-1-propyl-1,4-dihydropyridin-2-yl)methyl)-2-(4-fluorophenyl)acetamide C(C1=CC=CC=C1)OC1=C(N(C(=CC1=O)C)CCC)CNC(CC1=CC=C(C=C1)F)=O